ethyl cis-3-((methylsulfonyl)amino)-2-((2-phenyl-1,3-thiazol-4-yl)methyl)piperidine-1-carboxylate CS(=O)(=O)N[C@@H]1[C@@H](N(CCC1)C(=O)OCC)CC=1N=C(SC1)C1=CC=CC=C1